Methyl (S)-4'-oxo-2'-(((trifluoromethyl)sulfonyl)oxy)-6',7'-dihydro-4'H-spiro[cyclopropane-1,8'-pyrrolo[1,2-a]pyrimidine]-6'-carboxylate O=C1C=C(N=C2N1[C@@H](CC21CC1)C(=O)OC)OS(=O)(=O)C(F)(F)F